(5R,6S)-6-cyclohexyl-5-(4-(4-(dimethoxymethyl)piperidin-1-yl)-2-fluoro-6-methylphenyl)-5,6,7,8-tetrahydronaphthalen-2-ol C1(CCCCC1)[C@H]1[C@H](C=2C=CC(=CC2CC1)O)C1=C(C=C(C=C1C)N1CCC(CC1)C(OC)OC)F